C1=C2C(C=C3C4=C(C(C5=CC=C(C=C1)C2=C53)=O)C=CC=C4)=O benzo[b]pyrene-6,12-dione